N1=C(C=NC=C1)C1=NN=C(O1)C(=O)N1[C@H](C2=C(CC1)NC=N2)C2=NN1C(C=CC=C1C(F)(F)F)=C2 (R)-(5-(pyrazin-2-yl)-1,3,4-oxadiazol-2-yl)(4-(7-(trifluoromethyl)pyrazolo[1,5-a]pyridin-2-yl)-6,7-dihydro-1H-imidazo[4,5-c]pyridin-5(4H)-yl)methanone